FC1=C(C=CC(=C1)F)C=1C=NC=2N(C1)C=C(N2)COC2=NC=CC(=C2)F 6-(2,4-difluorophenyl)-2-[(4-fluoro-2-pyridyl)oxymethyl]imidazo[1,2-a]pyrimidine